3-(1-(1-(1H-pyrazol-4-yl)-1H-1,2,3-triazol-4-yl)propyl)-6-(5-chloro-2-(4-chloro-1H-1,2,3-triazol-1-yl)phenyl)pyrimidin-4(3H)-one N1N=CC(=C1)N1N=NC(=C1)C(CC)N1C=NC(=CC1=O)C1=C(C=CC(=C1)Cl)N1N=NC(=C1)Cl